ClC1=C(C=CC=C1)C1=NN(C=C1C(=O)NC1CCSCC1)C 3-(2-Chlorophenyl)-1-methyl-N-(tetrahydro-2H-thiopyran-4-yl)-1H-pyrazol-4-carboxamid